BrC=1C(=C(C(=NC1)C=O)C)C 5-bromo-3,4-dimethylpyridine-carbaldehyde